(S)-2-(4-bromo-2-cyclopropyl-5-fluorophenoxy)propionic acid BrC1=CC(=C(O[C@H](C(=O)O)C)C=C1F)C1CC1